O=C1OC2=CC(=CC=C2C(=C1)C1=C(C=CC=C1)C)CNC(=O)N1CCC(CC1)C(=O)OC methyl 1-(((2-oxo-4-(o-tolyl)-2H-chromen-7-yl)methyl)carbamoyl)piperidine-4-carboxylate